(R)-3-Amino-1-(2-((6-amino-9H-purin-9-yl)methyl)-4-fluoro-3-(trifluoromethyl)phenyl)-N-(2-cyano-2-methylpropyl)pyrrolidin-3-carboxamid N[C@]1(CN(CC1)C1=C(C(=C(C=C1)F)C(F)(F)F)CN1C2=NC=NC(=C2N=C1)N)C(=O)NCC(C)(C)C#N